ClC1=CC=C(CNC(NC2=CC=C(CN3C(CN(CC3)C(=O)OC(C)(C)C)=O)C=C2)=O)C=C1 tert-butyl 4-(4-(3-(4-chlorobenzyl)ureido)benzyl)-3-oxopiperazine-1-carboxylate